(4-chlorophenyl)-1-(3,4,5-trimethoxyphenyl)pyrrolo[1,2-a]pyrazine ClC1=CC=C(C=C1)C=1N=C(C=2N(C1)C=CC2)C2=CC(=C(C(=C2)OC)OC)OC